NC1=C(C(N(C(N1C)=O)C1CC1)=O)C(=O)OCC ethyl 6-amino-3-cyclopropyl-1-methyl-2,4-dioxo-1,2,3,4-tetrahydropyrimidine-5-carboxylate